(1r,2s)-3-oxo-2-((E)-pent-2-en-1-yl)cyclopentane-1-carboxylic acid O=C1[C@H]([C@@H](CC1)C(=O)O)C\C=C\CC